C12(CC(C1)C2)C(=O)N2[C@H]([C@H]([C@H](C2)F)NS(=O)(=O)CC)CC=2C(=C(C=CC2)C2=CC=CC=C2)F N-{(2S,3R,4S)-1-(bicyclo[1.1.1]pentane-1-carbonyl)-4-fluoro-2-[(2-fluoro[1,1'-biphenyl]-3-yl)methyl]pyrrolidin-3-yl}-ethanesulfonamide